[(Z)-non-2-enyl] 8-[3-[2-[2-[2-[2-(2-aminoethoxy)ethoxy]ethoxy]ethoxy]ethyl-octyl-amino]-2-[8-[(Z)-non-2-enoxy]-8-oxo-octoxy]-3-oxopropoxy]octanoate NCCOCCOCCOCCOCCN(C(C(COCCCCCCCC(=O)OC\C=C/CCCCCC)OCCCCCCCC(=O)OC\C=C/CCCCCC)=O)CCCCCCCC